1-{2-[5-(difluoromethyl)-1H-1,2,3,4-tetrazol-1-yl]acetyl}-4-fluoro-N-{[6-fluoro-5-(propan-2-yl)pyridin-2-yl](phenyl)methyl}pyrrolidine-2-carboxamide FC(C1=NN=NN1CC(=O)N1C(CC(C1)F)C(=O)NC(C1=CC=CC=C1)C1=NC(=C(C=C1)C(C)C)F)F